Cl.COC(=O)[C@H]1C=C[C@H](C1)N (1R,4S)-4-aminocyclopent-2-ene-1-carboxylic acid methyl ester hydrochloride